3-(hexane-3-yl)oxolane-2,5-dione CCC(CCC)C1C(OC(C1)=O)=O